COC(=O)C1=CC2=C(ONO2)C=C1 benzo[D][1,3]dioxazole-5-carboxylic acid methyl ester